non-ane CCCCCCCCC